C(C)(=O)C1=C(C=CC(=C1)C#N)C1=CC=CC=C1 acetyl-[1,1'-biphenyl]-4-carbonitrile